N-{4-[2-(2-chloro-3-fluorophenyl)acetylamino]pyridin-2-yl}-N-[3-(trifluoromethyl)phenyl]acetamide ClC1=C(C=CC=C1F)CC(=O)NC1=CC(=NC=C1)N(C(C)=O)C1=CC(=CC=C1)C(F)(F)F